(3S,6S)-3-benzyl-6-methylpiperazine-2,5-dione C(C1=CC=CC=C1)[C@H]1C(N[C@H](C(N1)=O)C)=O